CSCC1=C(C=O)C=C(C(=C1)C=O)CSC 2,5-di((methylthio)methyl)terephthalaldehyde